OC=1C=C(C=C(C1O)O)C1CC(NC=2N=CNC(C21)=O)=O 5-(3,4,5-trihydroxyphenyl)-5,6-dihydropyrido[2,3-d]pyrimidine-4,7(3H,8H)-dione